NC1=C(C2=C(N=CN=C2)N1C1=C(C(=CC=C1C)OC)C)C#N 6-amino-7-(3-methoxy-2,6-dimethylphenyl)-7H-pyrrolo[2,3-d]pyrimidine-5-carbonitrile